ethyl 1,2-dimethyl-2-cyclopentene-1-carboxylate CC1(C(=CCC1)C)C(=O)OCC